C(C)(C)(C)OC(=O)C(CC=1C=C(C(=O)OC(C)(C)C)C=CC1)CCC(NOC(CC)=O)=O tert-Butyl 3-(2-(tert-butoxycarbonyl)-5-oxo-5-((propionyloxy)amino)pentyl)benzoate